C(C)NC1=CC(=NO1)C1CCN(CC1)C(=O)C1=CC(=C(C=C1)C(F)(F)F)F [4-[5-(ethylamino)isoxazol-3-yl]-1-piperidyl]-[3-fluoro-4-(trifluoromethyl)phenyl]methanone